C(C)SCCN(CCC(=C)C1=CC=CC=C1)CCSCC 1-di-(ethylthioethyl)amino-3-phenylbut-3-ene